CC=1NC(=C(N1)C(=O)O)C(=O)O 2-methylimidazole-4,5-dicarboxylic acid